3-(3-(4-chloro-3-trifluoromethylphenyl)ureido)-N-(3-hydroxypropyl)-2,3,4,9-tetrahydro-1H-carbazole-7-carboxamide ClC1=C(C=C(C=C1)NC(NC1CCC=2NC3=CC(=CC=C3C2C1)C(=O)NCCCO)=O)C(F)(F)F